F[C@H](CNC(=O)C=1C(=C2C(=NC1)SC(=N2)C2=CC=CC=C2)NC(C)C)C(C)(C)O (R)-N-(2-fluoro-3-hydroxy-3-methylbutyl)-7-(isopropylamino)-2-phenylthiazolo[5,4-b]pyridine-6-carboxamide